perfluorohexanesulfonic acid anion FC(C(C(C(C(C(F)(F)F)(F)F)(F)F)(F)F)(F)F)(S(=O)(=O)[O-])F